1-methyl-4-(1-methylethylidene)-cyclohexanol CC1(CCC(CC1)=C(C)C)O